2-[[1-Methyl-3-(oxetan-3-yloxy)pyrazol-4-yl]amino]-7-[(3R,4R)-4-methyltetrahydrofuran-3-yl]pyrrolo[2,3-d]pyrimidine-6-carbonitrile CN1N=C(C(=C1)NC=1N=CC2=C(N1)N(C(=C2)C#N)[C@H]2COC[C@@H]2C)OC2COC2